BrC=1C=C2C(=NC1)C1=C(N2C(C2CCOCC2)C=2C=NC=CC2C)C(=NN1C)C(=O)OC methyl 6-bromo-1-methyl-4-((4-methylpyridin-3-yl) (tetrahydro-2H-pyran-4-yl) methyl)-1,4-dihydropyrazolo[3',4':4,5]pyrrolo[3,2-b]pyridine-3-carboxylate